C1(CCCCC1)CCNC(=O)NC1=CC=C(C=C1)C1=CC2=C(N(C(=N2)C)C2=CC=CC=C2)C=C1 (2-Cyclohexylethyl)-3-(4-(2-methyl-1-phenyl-1H-benzimidazol-5-yl)phenyl)urea